4-methyl-1-(4-hydroxyphenyl)-2-hydroxy-3-pentanone CC(C(C(CC1=CC=C(C=C1)O)O)=O)C